2-Ketononanoat O=C(C(=O)[O-])CCCCCCC